CN(CCNC(NC1=CC=C(C=C1)C1=CC=C2C(=N1)N(C=N2)C=2C=C(C=CC2)NS(=O)(=O)C)=O)C N-(3-(5-(4-(3-(2-(dimethylamino)ethyl)ureido)phenyl)-3H-imidazo[4,5-b]pyridin-3-yl)phenyl)methanesulfonamide